(3-(3-bromophenyl)oxetan-3-yl)(1-((2-(trimethylsilyl)ethoxy)-methyl)-1H-1,2,4-triazol-5-yl)methanol BrC=1C=C(C=CC1)C1(COC1)C(O)C1=NC=NN1COCC[Si](C)(C)C